2-chloro-5-(trifluoromethyl)nicotinamide ClC1=C(C(=O)N)C=C(C=N1)C(F)(F)F